FC=1C(=NC=C(C1)F)C=O 3,5-difluoro-pyridine-2-carbaldehyde